FC(C=1N=CC=2N(C1)C(=CN2)C2=NC=CC(=N2)N2CC(CC2)O)F 1-(2-(6-(difluoromethyl)imidazo[1,2-a]pyrazin-3-yl)pyrimidin-4-yl)pyrrolidin-3-ol